[Pd].C1(CCCCC1)P(C1CCCCC1)C1CCCCC1 Tricyclohexylphosphine palladium